NC1=NC=NN2C1=CC=C2[C@H]2C[C@@H]([C@](O2)(CO)C#C)O (2R,3S,5R)-5-(4-aminopyrrolo[2,1-f][1,2,4]triazin-7-yl)-2-ethynyl-2-(hydroxymethyl)tetrahydro-furan-3-ol